C(C)(C)(C)OC(=O)N[C@H](C(=O)OC(C(=O)N(C)C)C(C)C)CC1=CC(=CC=C1)SCC1=CC=C(C=C1)C(C)(C)C 1-(Dimethylamino)-3-methyl-1-oxobutan-2-yl (2S)-2-[(tert-butoxycarbonyl)amino]-3-(3-{[(4-tert-butylphenyl)methyl]sulfanyl}phenyl)propanoate